O[C@]1([C@H](CCCC1)NC1=CC(=C(N=N1)C1=C(C=C(C=C1)C#CC)O)C)C 2-(6-(((1S,2R)-2-hydroxy-2-methylcyclohexyl)amino)-4-methylpyridazin-3-yl)-5-(prop-1-yn-1-yl)phenol